2-chlorobenzyl (2-(hydroxycarbamoyl)chroman-6-yl)carbamate ONC(=O)C1OC2=CC=C(C=C2CC1)NC(OCC1=C(C=CC=C1)Cl)=O